C1(CCC1)CC(C(C=CC1=CC(=CC=C1)F)=O)C(C=CC1=CC(=CC=C1)F)=O 4-(cyclobutylmethyl)-1,7-bis(3-fluorophenyl)hept-1,6-diene-3,5-dione